CC=1C=NC=C(C(=O)NC2=CC(=CC=C2)[C@H](C)NC2=CN=C3C(=N2)N(N=C3)C3=NC=CC=C3)C1 (S)-5-methyl-N-(3-(1-((1-(pyridin-2-yl)-1H-pyrazolo[3,4-b]pyrazin-6-yl)amino)ethyl)phenyl)nicotinamide